CN(C(=O)C1=CC=C(C=C1)C=1OC2=C(C=C(C=C2C(C1)=O)C)C(C)NC1=C(C(=O)O)C=CC=C1)C 2-[1-[2-[4-(Dimethylcarbamoyl)-phenyl]-6-methyl-4-oxo-chromen-8-yl]ethylamino]benzoic acid